COC1=C(C=CC=C1C=1N=NN(N1)C)NC1=NC(=NC=C1C(=O)NC)NC=1C=NN(C1)C 4-((2-methoxy-3-(2-methyl-2H-tetrazol-5-yl)phenyl)amino)-N-methyl-2-((1-methyl-1H-pyrazol-4-yl)amino)pyrimidine-5-carboxamide